NC(C(=O)O)=CCCCCCCC (2R)-2-amino-2-decenoic acid